NC1=NCC2=C(C=CC=C12)C=1C=C(C=CC1)[C@@H]1CC(NC1)=O (S)-4-(3-(3-amino-1H-isoindol-7-yl)phenyl)pyrrolidin-2-one